ClC1=C(CNC(OC)=O)C=C(C=C1)C(C)=NOCC1=NC(=CC=C1)C methyl (2-chloro-5-[1-(6-methylpyridin-2-ylmethoxyimino)ethyl]benzyl)carbamate